C(C1=CC=CC=C1)OC=1C=C2C=CC(=C(C2=CC1)OC1=CC=C(OCCOCC=O)C=C1)C1=CC=C(C=C1)S(=O)(=O)C 2-(2-(4-((6-(benzyloxy)-2-(4-(methylsulfonyl)phenyl)naphthalen-1-yl)oxy)phenoxy)ethoxy)acetaldehyde